[N+](=O)([O-])C=1C=C(NC2=C(C=3C(C4=CC=CC=C4C(C3C(=C2F)F)=O)=O)F)C=CC1 2-(m-nitroanilino)-1,3,4-trifluoroanthraquinone